selenium gallium magnesium Sodium [Na].[Mg].[Ga].[Se]